methyl (S)-2-(chloromethyl)-4-difluoromethoxy-1-((oxetan-2-yl) methyl)-1H-benzo[d]imidazole-6-carboxylate ClCC1=NC2=C(N1C[C@H]1OCC1)C=C(C=C2OC(F)F)C(=O)OC